[N+](=O)([O-])C=1C=CC2=C(C(N(S2)C2=CC=CC=C2)=O)C1 5-nitro-2-phenyl-1,2-benzoThiazol-3(2H)-one